2-(4-bromophenyl)-3-hydroxy-7-methoxy-4H-chromen-4-one BrC1=CC=C(C=C1)C=1OC2=CC(=CC=C2C(C1O)=O)OC